N-(6-(difluoromethoxy)-1-(1-methylcyclobutyl)-1H-benzo[d]imidazol-2-yl)-3-hydroxy-3-phenylbutanamide FC(OC=1C=CC2=C(N(C(=N2)NC(CC(C)(C2=CC=CC=C2)O)=O)C2(CCC2)C)C1)F